N-propylisopropyl-aminosilane C(CC)N[SiH2]C(C)C